6-[4-[4-[(3S)-1-(3-fluoropropyl)pyrrolidin-3-yl]oxyphenyl]-7-hydroxy-2H-thiochromen-3-yl]-4H-1,4-benzoxazin-3-one FCCCN1C[C@H](CC1)OC1=CC=C(C=C1)C1=C(CSC2=CC(=CC=C12)O)C=1C=CC2=C(NC(CO2)=O)C1